[Cl-].ClCC(C[N+](C)(C)CCCO)O 3-chloro-2-hydroxy-N-(3-hydroxypropyl)-N,N-dimethylpropan-1-aminium Chloride